Cl.COC1=C2NC=3C(=CC=CC3C(C2=CC=C1)=O)C(=O)N 5-methoxy-9-oxo-9,10-dihydroacridine-4-carboxamide hydrochloride